N-phenylacetyl-(R,S)-o-chlorophenylglycine C1(=CC=CC=C1)CC(=O)N[C@H](C1=C(C=CC=C1)Cl)C(=O)O